C(CCC)C1(CS(C2=C(N(C1)C1=CC=CC=C1)C=C(C(=C2)O)SCC)(=O)=O)CCCC 3,3-dibutyl-7-(ethylsulfanyl)-8-hydroxy-5-phenyl-2,3,4,5-tetrahydro-1,5-benzothiazepine 1,1-dioxide